N-(4-(4,7-dimethyl-7H-pyrrolo[2,3-d]pyrimidin-6-yl)phenyl)methacrylamide CC=1C2=C(N=CN1)N(C(=C2)C2=CC=C(C=C2)NC(C(=C)C)=O)C